2-Benzyl-3-(3-(tert-butyl)ureido)-N-((2-(2,6-dioxopiperidin-3-yl)-1-oxoisoindoline-5-yl)methyl)propionamide C(C1=CC=CC=C1)C(C(=O)NCC=1C=C2CN(C(C2=CC1)=O)C1C(NC(CC1)=O)=O)CNC(=O)NC(C)(C)C